FC(CN1C=NC(=C1C=1C=CC=2N(N1)C(=CN2)C#N)C2=CC(=CC=C2)O)F 6-(1-(2,2-difluoroethyl)-4-(3-hydroxy-phenyl)-1H-imidazol-5-yl)imidazo[1,2-b]pyridazine-3-carbonitrile